(R)-4-((1-(3-((1-allylpiperidin-4-yl)difluoromethyl)phenyl)ethyl)amino)-6-(1,1-dioxidotetrahydro-2H-thiopyran-4-yl)-8-(hex-5-en-1-yl)-2-methylpyrido[2,3-d]pyrimidin-7(8H)-one C(C=C)N1CCC(CC1)C(C=1C=C(C=CC1)[C@@H](C)NC=1C2=C(N=C(N1)C)N(C(C(=C2)C2CCS(CC2)(=O)=O)=O)CCCCC=C)(F)F